3''-chloro-3-(1,1-difluoro-2-methylpropane-2-yl)-4''-((3,5-difluoropyridine-2-yl)methoxy)-5',6''-dimethyl-2H,2''H-[1,2':4',1''-terpyridine] ClC=1CN(C(=CC1OCC1=NC=C(C=C1F)F)C)C1=CC(=NC=C1C)N1CC(=CC=C1)C(C(F)F)(C)C